2-((1H-benzo[d][1,2,3]triazol-5-yl)methyl)-3-((4-chloro-3-methoxy-1-methyl-1H-pyrazol-5-yl)methyl)isoindolin-1-one N1N=NC2=C1C=CC(=C2)CN2C(C1=CC=CC=C1C2CC2=C(C(=NN2C)OC)Cl)=O